tert-butyl N-[(3R)-1-{7-[6-(methoxymethoxy)-2,7-dimethylindazol-5-yl]-1,8-naphthyridin-3-yl} pyrrolidin-3-yl]-N-methylcarbamate COCOC=1C(=CC2=CN(N=C2C1C)C)C1=CC=C2C=C(C=NC2=N1)N1C[C@@H](CC1)N(C(OC(C)(C)C)=O)C